C(CCC)N(C(=O)N(C)[C@H]1CC[C@H](C2=CC=CC=C12)C1=CC(=C(C=C1)Cl)Cl)CCCC 1,1-Dibutyl-3-((1S,4S)-4-(3,4-dichlorophenyl)-1,2,3,4-tetrahydronaphthalen-1-yl)-3-methylurea